N-[(1R)-1-[3-methoxy-5-(1-methylpyrazol-4-yl)phenyl]ethyl]-2-methyl-5-[3-(1-piperidinyl)azetidin-1-yl]benzamide COC=1C=C(C=C(C1)C=1C=NN(C1)C)[C@@H](C)NC(C1=C(C=CC(=C1)N1CC(C1)N1CCCCC1)C)=O